1-Methyl-2-dodecylimidazoline CN1C(=NCC1)CCCCCCCCCCCC